ClC=1N=C(C=2NC(=NC=3C(=NN(C3C2C1)COCC[Si](C)(C)C)C)C1=C(C=CC=C1F)F)C 2-[[13-chloro-8-(2,6-difluorophenyl)-5,11-dimethyl-3,4,7,9,12-pentazatricyclo[8.4.0.02,6]tetradeca-1(10),2(6),4,7,11,13-hexaen-3-yl]methoxy]ethyl-trimethyl-silane